N-((2S)-bicyclo[2.2.1]hept-5-en-2-yl)-4-methoxybenzamide C12[C@H](CC(C=C1)C2)NC(C2=CC=C(C=C2)OC)=O